N-ethyl-5-fluoro-N-isopropyl-2-((4-(((1-((trans-4-((2-methoxy-3,4-dioxocyclobut-1-ene-1-yl)amino)cyclohexyl)methyl)piperidin-4-yl)methyl)amino)pyrimidin-5-yl)oxy)benzamide C(C)N(C(C1=C(C=CC(=C1)F)OC=1C(=NC=NC1)NCC1CCN(CC1)C[C@@H]1CC[C@H](CC1)NC1=C(C(C1=O)=O)OC)=O)C(C)C